(R)-tert-butyl 1-(3-(6-(2-(2-hydroxy ethoxy)ethoxy)hexyloxy)phenyl)ethylcarbamate OCCOCCOCCCCCCOC=1C=C(C=CC1)[C@@H](C)NC(OC(C)(C)C)=O